FC(C=1C=C(C=CC1)C1(C(CCCC1)=O)N)(F)F 2-(3-(trifluoromethyl)phenyl)-2-aminocyclohexanone